3,5-Diamino-2-[3-[4-[(E)-3-oxo-3-[4-(4-propylphenyl)phenyl]prop-1-enyl]phenoxy]propyl]benzoic acid NC=1C(=C(C(=O)O)C=C(C1)N)CCCOC1=CC=C(C=C1)\C=C\C(C1=CC=C(C=C1)C1=CC=C(C=C1)CCC)=O